[5-[(6-cyclopropylpyridin-3-yl)methoxy]-1,3,4-thiadiazol-2-yl]-3-(2-methoxyphenyl)pyridine-4-carboxamide C1(CC1)C1=CC=C(C=N1)COC1=NN=C(S1)C1=NC=CC(=C1C1=C(C=CC=C1)OC)C(=O)N